3-fluoro-5-(triazol-2-yl)-4-[2-[4-(trifluoromethyl)phenyl]cyclopropyl]pyridine FC=1C=NC=C(C1C1C(C1)C1=CC=C(C=C1)C(F)(F)F)N1N=CC=N1